1-(7-(bicyclo[2.2.1]heptan-2-yloxy)-3,4-dihydroisoquinolin-2(1H)-yl)prop-2-en-1-one C12C(CC(CC1)C2)OC2=CC=C1CCN(CC1=C2)C(C=C)=O